C(C1=CC=CC=C1)(=O)SCCCCSC(C1=CC=CC=C1)=O 1,4-dibenzoylthiobutane